(2-amino-2-(hydroxyimino)ethyl)phosphonic acid diisodecyl ester C(CCCCCCC(C)C)OP(OCCCCCCCC(C)C)(=O)CC(=NO)N